CCOC(=O)/C(=N/O)/C#N ethyl (hydroxyimino) cyanoacetate